7-[4-(diethylamino)-2-ethoxyphenyl]-7-(2-methyl-1H-indol-3-yl)furo[3,4-B]pyridin-5(7H)-one C(C)N(C1=CC(=C(C=C1)C1(OC(C=2C1=NC=CC2)=O)C2=C(NC1=CC=CC=C21)C)OCC)CC